6-((((S)-1-cyclopropylethyl)amino)methyl)-3-fluoro-N-(3-((1s,3R)-3-methyl-1-(4-methyl-4H-1,2,4-triazol-3-yl)cyclobutyl)phenyl)imidazo[1,2-a]pyridine-8-carboxamide C1(CC1)[C@H](C)NCC=1C=C(C=2N(C1)C(=CN2)F)C(=O)NC2=CC(=CC=C2)C2(CC(C2)C)C2=NN=CN2C